pyridin-2-ylpyrazolo[1,5-a]pyrimidine-6-carbonitrile N1=C(C=CC=C1)C1=NN2C(N=CC(=C2)C#N)=C1